5-amino-8-(2,6-dimethyl-4-pyridinyl)-2-[(5-methyl-1,3,4-oxadiazol-2-yl)methyl]-7-phenyl-[1,2,4]triazolo[4,3-c]pyrimidin-3-one NC1=NC(=C(C=2N1C(N(N2)CC=2OC(=NN2)C)=O)C2=CC(=NC(=C2)C)C)C2=CC=CC=C2